N1(CCOCC1)C(=O)C=1C=C(C=CC1)C1=C2C(=NC=C1)C=C(O2)C2=CC=C(C=C2)C(C)=O 1-(4-(7-(3-(morpholine-4-carbonyl)phenyl)furo[3,2-b]pyridin-2-yl)phenyl)ethan-1-one